C(C)(C)(C)OC(NC=1N=CSC1C(=C)C1=CC=CC=C1)=O (5-(1-Phenylvinyl)thiazol-4-yl)carbamic acid tert-butyl ester